ONC(CCCCCCNC(=O)C=1C=NC(=NC1)N[C@H]1CCOC2=CC=CC=C12)=O (S)-N-(7-hydroxyamino-7-oxoheptyl)-2-(chroman-4-ylamino)pyrimidine-5-carboxamide